O.O.O.C(C)(=O)[O-].[Na+].OCCCCCCCCCCCOC1=CC=C(C=C1)N=NC1=CC=C(C=C1)OCCCCCC 4'-(11-hydroxyundecyloxy)-4-n-hexyloxyazobenzene Natrium acetat Trihydrat